FC1=C(C=CC(=C1)C(F)(F)F)COC1CN(C1)C(=O)N1CC2(C1)CC(C2)C2=NN=C(N2)C2(CC2)O [3-[[2-fluoro-4-(trifluoromethyl)phenyl]methoxy]azetidin-1-yl]-[6-[5-(1-hydroxycyclopropyl)-4H-1,2,4-triazol-3-yl]-2-azaspiro[3.3]heptan-2-yl]methanone